Methyl (E)-3-(3-(N-((4-(4-cyclopropylphenyl)bicyclo[2.2.2]octan-1-yl)methyl)cyclopropanecarboxamido)phenyl)but-2-enoate C1(CC1)C1=CC=C(C=C1)C12CCC(CC1)(CC2)CN(C(=O)C2CC2)C=2C=C(C=CC2)/C(=C/C(=O)OC)/C